3-(2-fluoro-6-methoxyphenyl)pyridine-4-carboxylic acid methyl ester COC(=O)C1=C(C=NC=C1)C1=C(C=CC=C1OC)F